[Cl-].C[N+](CCC[Si](OC)(OC)OC)(CCCCCCCCCCCCCCCCCC)C dimethyl-octadecyl-[3-(trimethoxysilyl)-propyl]ammonium chloride